FC=1C=CC(=C(CNCCC2(CCOC3(CCCC3)C2)C2=NC=CC=C2)C1)N1CC(C1)F N-(5-fluoro-2-(3-fluoroazetidin-1-yl)benzyl)-2-(9-(pyridin-2-yl)-6-oxaspiro[4.5]decan-9-yl)ethylamine